FC(C(=O)O)(F)F.FC=1C=C(C=CC1F)C=1C=C2C(=NC1)C=NN2CC=2C=NC=C(C2)F 6-(3,4-Difluorophenyl)-1-[(5-fluoro-3-pyridyl)methyl]pyrazolo[4,3-b]pyridine trifluoroacetate Salt